(s)-N-(2-(2-(2-((4-Methoxyphenyl)amino)-2-oxoacetyl)pyrrolidin-1-yl)-2-oxoethyl)quinoline-4-carboxamide COC1=CC=C(C=C1)NC(C(=O)[C@H]1N(CCC1)C(CNC(=O)C1=CC=NC2=CC=CC=C12)=O)=O